NOP(=O)(O)C(C(=O)O)CCCCC aminophosphonoheptanoic acid